C(N)(=O)C=1C=C(CNC(=O)N2CCC3(NC4=C(C=C(C=C4C(C3)=O)F)C)CC2)C=CC1F N-(3-carbamoyl-4-fluorobenzyl)-6'-fluoro-8'-methyl-4'-oxo-3',4'-dihydro-1'H-spiro[piperidine-4,2'-quinoline]-1-carboxamide